O1CCN(CC1)C1=CC=C(C(=N1)NC1=CC=C(CN2CCN(CC2)C(=O)OC(C)(C)C)C=C1)[N+](=O)[O-] tert-Butyl 4-(4-((6-morpholino-3-nitropyridin-2-yl)amino)benzyl)piperazine-1-carboxylate